2-chloro-4-[[3-[1-(cyanomethyl)-3-(trifluoromethyl)pyrazol-4-yl]imidazo[1,2-a]pyrazin-8-yl]amino]-N-methylbenzamide ClC1=C(C(=O)NC)C=CC(=C1)NC=1C=2N(C=CN1)C(=CN2)C=2C(=NN(C2)CC#N)C(F)(F)F